2-(1,3,4-thiadiazol-2-yl)-5-oxa-2-azaspiro[3.4]octane trifluoroacetate FC(C(=O)O)(F)F.S1C(=NN=C1)N1CC2(C1)OCCC2